ClCC(=O)C1=CC2=C(NC(O2)=O)C=C1 6-(2-chloroacetyl)benzo[d]Oxazol-2(3H)-one